1-(7-(1-(4-Chlorobenzyl)piperidin-3-yl)-2-methylpyrazolo[1,5-a]pyrimidin-3-yl)-N-(2,6-difluorobenzyl)-N-methylmethanamine ClC1=CC=C(CN2CC(CCC2)C2=CC=NC=3N2N=C(C3CN(C)CC3=C(C=CC=C3F)F)C)C=C1